1-(4-(4-(5-(2-chloro-6-fluorophenyl)-4,5-dihydroisoxazol-3-yl)thiazol-2-yl)piperidin-1-yl)-2-((4-methoxypyrimidin-2-yl)oxy)ethan-1-one ClC1=C(C(=CC=C1)F)C1CC(=NO1)C=1N=C(SC1)C1CCN(CC1)C(COC1=NC=CC(=N1)OC)=O